(((((1R,2S,5R)-2-carbamoyl-7-oxo-1,6-diazabicyclo[3.2.1]octan-6-yl) oxy) sulfonyl) oxy)-2,2,3,3-tetramethylbutylpropanoate C(N)(=O)[C@H]1N2C(N([C@H](CC1)C2)OS(=O)(=O)OC(C(=O)[O-])(C)CC(C(C)(C)C)(C)C)=O